FC1=C(C=CC=C1)C(C(=N)NO)(C1=CC=CC=C1)C1=CC=C(C=C1)F 2-(2-Fluorophenyl)-2-{4-fluorophenyl}-N-hydroxy-2-phenylacetamidine